CC1(CCC(=CC1)C=1C(=CC=C(C1)[N+](=O)[O-])C(=O)OC)C methyl 4',4'-dimethyl-5-nitro-2',3',4',5'-tetrahydro-[1,1'-biphenyl]-2-carboxylate